(S)- and (R)-2-((3-chlorophenethyl)amino)-1-(1H-indol-3-yl)-2-phenylethan-1-one ClC=1C=C(CCN[C@H](C(=O)C2=CNC3=CC=CC=C23)C2=CC=CC=C2)C=CC1 |r|